OC1=CC=C(C=C1)C1=C(C(=O)N)C=CC=N1 (4-hydroxyphenyl)nicotinamide